2-(1H-imidazol-1-yl)-N-(4-methoxycyclohexyl)isonicotinamide N1(C=NC=C1)C=1C=C(C(=O)NC2CCC(CC2)OC)C=CN1